(1S)-1-phenyl-2-[2-[[(1R,3S)-3-([1,2,4]triazolo[4,3-a]pyridin-3-yl)cyclohexyl]amino]-5-(trifluoromethyl)pyrimidin-4-yl]oxy-ethanol C1(=CC=CC=C1)[C@@H](COC1=NC(=NC=C1C(F)(F)F)N[C@H]1C[C@H](CCC1)C1=NN=C2N1C=CC=C2)O